rel-(S)-8-(benzyloxy)-6-chloro-1-(methylimino)-1,2,3,4-tetrahydro-1λ4-thiopyrano[3,2-b]pyridine 1-oxide C(C1=CC=CC=C1)OC1=C2C(=NC(=C1)Cl)CCC[S@]2(=NC)=O |o1:18|